NC=1NC(C2=C(N1)NC(=C2C2=C(C=CC=C2)OC)C2=CC=C(C=C2)C(=O)N2CCOCC2)=O 2-amino-5-(2-methoxyphenyl)-6-(4-(morpholine-4-carbonyl)phenyl)-3,7-dihydro-4H-pyrrolo[2,3-d]pyrimidin-4-one